(3-amino-4-hydroxy-5-(trifluoromethyl)benzyl)((1S,2S)-2-hydroxycyclopentyl)carbamic acid tert-butyl ester C(C)(C)(C)OC(N([C@@H]1[C@H](CCC1)O)CC1=CC(=C(C(=C1)C(F)(F)F)O)N)=O